BrC=1C(=C(OCC(=O)OCC)C=CC1)C=O Ethyl 2-(3-bromo-2-formylphenoxy)acetate